C1(CC1)C1=CC(=C2C(=N1)N(N=C2)C)NCC2=CC=C(C=C2)S(=O)(=O)N 4-((6-Cyclopropyl-1-methyl-1H-pyrazolo[3,4-b]pyridin-4-yl)aminomethyl)-benzenesulfonamide